8-((benzyloxy)methyl)-9-(2,2-difluoroethyl)-6-hydroxy-3-methyl-3,9-dihydro-2H-purin-2-one C(C1=CC=CC=C1)OCC=1N(C=2N(C(N=C(C2N1)O)=O)C)CC(F)F